CC(C)C1=CC=C(C=C1)O 4-(1-methyl-ethyl)-phenol